NC1=NC(=C2C(=N1)N(N=C2)CCNC(=O)NC2=CC(=NN2CC)C)Cl 1-(2-(6-amino-4-chloro-1H-pyrazolo[3,4-d]pyrimidin-1-yl)ethyl)-3-(1-ethyl-3-methyl-1H-pyrazol-5-yl)urea